(±)-tert-butyl (1S,3R,5R)-3-[(3-chloro-1,2,4-triazin-6-yl)amino]-2-fluoro-8-azabicyclo[3.2.1]octane-8-carboxylate ClC=1N=NC(=CN1)N[C@H]1[C@H]([C@@H]2CC[C@H](C1)N2C(=O)OC(C)(C)C)F |&1:9|